2-(5-((5-fluoro-2'-isopropyl-[1,1'-biphenyl]-2-yl)oxy)pyrimidin-4-yl)-6-((tetrahydro-2H-pyran-4-yl)methyl)-2,6-diazaspiro[3.3]heptane FC=1C=CC(=C(C1)C1=C(C=CC=C1)C(C)C)OC=1C(=NC=NC1)N1CC2(C1)CN(C2)CC2CCOCC2